4-(5-fluoro-benzoimidazol-1-yl)-aniline FC1=CC2=C(N(C=N2)C2=CC=C(N)C=C2)C=C1